CC1=C(C=2N(C=C1C1=C(C=3N=C(SC3N1)N1CC3(CN(C3)C(=O)OC(C)(C)C)C1)C(C)C)N=CN2)C Tert-butyl 6-(5-(7,8-dimethyl-[1,2,4]triazolo[1,5-a]pyridin-6-yl)-6-isopropyl-4H-pyrrolo[3,2-d]thiazol-2-yl)-2,6-diazaspiro[3.3]heptane-2-carboxylate